COC(=O)C=1C=NC(=CC1Cl)Cl.BrC1=C(C=C(C(=O)N)C=C1)S(NC(C)(C)C)(=O)=O 4-bromo-3-(tert-butylsulfamoyl)benzamide methyl-4,6-dichloropyridine-3-carboxylate